5-((4-(4-methoxy-4-(trifluoromethyl)piperidin-1-yl)phenyl)amino)-3-methylbenzo[d]oxazol-2(3H)-one COC1(CCN(CC1)C1=CC=C(C=C1)NC=1C=CC2=C(N(C(O2)=O)C)C1)C(F)(F)F